C(C)(C)(C)OC(=O)NC([O-])=O (tert-butyloxycarbonyl)carbamate